C(C)(C)(C)OC(=O)N[C@@H](C(=O)N[C@@H](C)C(=O)OC)C\C=C\C1=CC=CC=C1 Methyl ((R,E)-2-((tert-butoxycarbonyl)amino)-5-phenylpent-4-enoyl)-L-alaninate